(1s,4s)-2'-bromo-4-(3-methoxyanilino)spiro[cyclohexane-1,1'-indene]-4-carboxylic acid BrC=1C2(C3=CC=CC=C3C1)CCC(CC2)(C(=O)O)NC2=CC(=CC=C2)OC